C(C)(C)(C)[Si](OCCOCCOCCOCCOCC#C)(C)C tert-butyl-dimethyl-[2-[2-[2-(2-prop-2-ynoxyethoxy)ethoxy]ethoxy]ethoxy]silane